C1N(CCC2=CC=CC=C12)C[C@H](CN1C(C2=CC=C(C=C2CC1)C1=CC(=NC=C1)F)=O)O 2-[(2R)-3-(3,4-Dihydro-1H-isochinolin-2-yl)-2-hydroxy-propyl]-6-(2-fluoro-4-pyridyl)-3,4-dihydroisochinolin-1-on